1-(4-bromo-3-methylphenyl)-3-(pyridin-2-yl)propan-2-ol BrC1=C(C=C(C=C1)CC(CC1=NC=CC=C1)O)C